N-(4-(2-(2-methoxyethyl)-2H-pyrazolo[3,4-c]pyridin-3-yl)pyridin-2-yl)cyclopropanecarboxamide COCCN1N=C2C=NC=CC2=C1C1=CC(=NC=C1)NC(=O)C1CC1